(5-cyclopropyl-4-methoxy-pyrimidin-2-yl)amine C1(CC1)C=1C(=NC(=NC1)N)OC